COC=1C=C(C=CC1C=1C=C2C(=NC1)NC=C2)NC(C2=CC=NC=C2)=O N-(3-methoxy-4-(1H-pyrrolo[2,3-b]pyridin-5-yl)phenyl)isonicotinamide